2,2-Dimethyl-6-methylidenecyclohexanecarboxylic acid (+-)-methyl ester COC(=O)C1C(CCCC1=C)(C)C